NC=1C=CC(=C(C1)C=1C=NC2=CC(=NC=C2C1)N(C)CC1=CC=C(C=C1)OC)C 3-(5-Amino-2-methylphenyl)-N-(4-methoxybenzyl)-N-methyl-1,6-naphthyridin-7-amine